ClC=1N=C2N(C=C(C=C2F)C=2C=C(C=3N(N2)C=C(N3)C)C)C1 6-(2-chloro-8-fluoro-imidazo[1,2-a]pyridin-6-yl)-2,8-dimethyl-imidazo[1,2-b]pyridazine